triacetyl-N-hydroxy-cytidine C(C)(=O)[C@@]1([C@]([C@@](O[C@@H]1CO)(N1C(=O)N=C(NO)C=C1)C(C)=O)(O)C(C)=O)O